ClC=1C(=C(C(=CC1)OC)C1=CC(=NC=C1C(=O)NC=1SC(=NN1)SCC)C)F 4-(3-Chloro-2-fluoro-6-methoxyphenyl)-N-(5-(ethylthio)-1,3,4-thiadiazol-2-yl)-6-methylnicotinamide